C(C)OC(=O)C=1C(=NOC1CC)C=1C=NC(=CC1)C 5-ethyl-3-(6-methylpyridin-3-yl)isoOxazole-4-carboxylic acid ethyl ester